2-(9-phenyl-9H-carbazol-3-yl)-9H-thioxanthen-9-one 10,10-dioxide C1(=CC=CC=C1)N1C2=CC=CC=C2C=2C=C(C=CC12)C1=CC=2C(C3=CC=CC=C3S(C2C=C1)(=O)=O)=O